C(CCC)[Bi](=S)(CCCC)CCCC tributyl-λ5-bismuthanethione